5-(2-chloro-4-(difluoromethoxy)-3-fluorophenyl)-N-(3-chloro-4-(piperazine-1-carbonyl)phenyl)-1-methyl-1H-imidazole-2-carboxamide ClC1=C(C=CC(=C1F)OC(F)F)C1=CN=C(N1C)C(=O)NC1=CC(=C(C=C1)C(=O)N1CCNCC1)Cl